CC1(OB(OC1(C)C)C1=NC(=NC=C1)N)C 4,4,5,5-tetramethyl-1,3,2-dioxaborolan-2-yl-pyrimidin-2-amine